NC1CN(CCC1)C=1C=CC(=NC1)NCC1CC1 5-(3-aminopiperidin-1-yl)-N-(cyclopropylmethyl)pyridin-2-amine